6-(4-fluoro-1-((3'-fluoro-4'-methoxy-[1,1'-biphenyl]-4-yl)methyl)-1H-indole-7-carboxamido)spiro[3.3]heptane-2-carboxylic acid FC1=C2C=CN(C2=C(C=C1)C(=O)NC1CC2(CC(C2)C(=O)O)C1)CC1=CC=C(C=C1)C1=CC(=C(C=C1)OC)F